C(C)C1(NC(=NC(=N1)NCCCN1CCN(CC1)C)NCC=1C=NC=CC1)N 2-ethyl-N4-(3-(4-methylpiperazin-1-yl)propyl)-N6-pyridin-3-ylmethyl-1,3,5-triazine-2,4,6-triamine